titanium 2'-amino-[1,1':4',1''-terphenyl]-4,4''-dicarboxylic acid NC1=C(C=CC(=C1)C1=CC=C(C=C1)C(=O)O)C1=CC=C(C=C1)C(=O)O.[Ti]